CC(C)[O-].CC(C)[O-].CC(C)[O-].CC(C)[O-].[Ti+4] Titanium (4+) tetrapropan-2-olate